4-bromo-2-(2-methoxyethyl)-pyrazole-3-carbaldehyde BrC1=C(N(N=C1)CCOC)C=O